Cl.FC1(CN(CC1)CCN)F 2-(3,3-difluoropyrrolidin-1-yl)ethan-1-amine hydrochloride